4-methoxy-2,3-dimethylaniline COC1=C(C(=C(N)C=C1)C)C